FCCC(C1=CC=C(C=C1)F)N1N=CC(=C1)C1=CC=CC(=N1)C1=CC=2N(C=C1)N=C(N2)N 7-(6-(1-(3-fluoro-1-(4-fluorophenyl)propyl)-1H-pyrazol-4-yl)-pyridin-2-yl)-[1,2,4]-triazolo[1,5-a]pyridin-2-amine